sulfur benzimidazole N1=CNC2=C1C=CC=C2.[S]